1-[spiro[4.5]decan-8-yl]-1H-pyrazole-5-carbaldehyde C1CCCC12CCC(CC2)N2N=CC=C2C=O